3-methyl-1-(2-(4-phenyl-1H-imidazol-2-yl)piperidin-1-yl)but-2-en-1-one CC(=CC(=O)N1C(CCCC1)C=1NC=C(N1)C1=CC=CC=C1)C